4-chloro-N-(4-(4,4,5,5-tetramethyl-1,3,2-dioxaborolan-2-yl)phenyl)pyridine-3-sulfonamide ClC1=C(C=NC=C1)S(=O)(=O)NC1=CC=C(C=C1)B1OC(C(O1)(C)C)(C)C